tert-butyl (5R)-5-[(3-{[tert-butyl(diphenyl)silyl]oxy}-5-chloropentanoyl)amino]-3,3-difluoropiperidine-1-carboxylate [Si](C1=CC=CC=C1)(C1=CC=CC=C1)(C(C)(C)C)OC(CC(=O)N[C@@H]1CC(CN(C1)C(=O)OC(C)(C)C)(F)F)CCCl